5-bromo-2-(2,6-dioxopiperidin-3-yl)isoindolin-1,3-dione BrC=1C=C2C(N(C(C2=CC1)=O)C1C(NC(CC1)=O)=O)=O